N-(4-fluoro-3-methyl-phenyl)-N-methyl-3-[6-(propionylamino)-3-pyridinyl]imidazo[1,2-a]pyridine-6-carboxamide FC1=C(C=C(C=C1)N(C(=O)C=1C=CC=2N(C1)C(=CN2)C=2C=NC(=CC2)NC(CC)=O)C)C